CNC(C1=C(C=CC=C1)SC1=CC=C2C(=NNC2=C1)\C=C\C1=NC=CC=C1)=O N-methyl-2-[[3-[(E)-2-pyridin-2-ylethenyl]-1H-indazol-6-yl]sulfanyl]benzamide